((3R,5R)-3-Amino-5-fluoropiperidin-1-yl)(2-(1-(cyclopropylmethyl)-7-(1-(thiophene-2-carbonyl)piperidin-4-yl)-1H-indol-2-yl)-3-methylpyrazolo[1,5-a]pyridin-6-yl)methanone N[C@H]1CN(C[C@@H](C1)F)C(=O)C=1C=CC=2N(C1)N=C(C2C)C=2N(C1=C(C=CC=C1C2)C2CCN(CC2)C(=O)C=2SC=CC2)CC2CC2